C1(=CC=CC=C1)C=1NC=C(C1)C1=C(C=CC=C1)C 2-phenyl-4-(o-tolyl)pyrrole